C1(CCCCC1)OCC(CO)O 3-cyclohexyloxy-1,2-propanediol